OCC/C(/C(=O)O)=C\C(=O)O hydroxyethyl-fumaric acid